C(C)(C)(C)P(C(C)(C)C)CC=1C=NC=CC1CP(C(C)(C)C)C(C)(C)C 3,4-bis(di-tert-butylphosphinomethyl)pyridine